ClC1=C(C(=NN1C1=NC=CC=N1)C)C=O 5-CHLORO-3-METHYL-1-(PYRIMIDIN-2-YL)-1H-PYRAZOLE-4-CARBALDEHYDE